N-(6-((1H-pyrazol-1-yl)methyl)-4-methoxy-5-methylbenzo[d]isoxazol-3-yl)-6-methoxy-2H-spiro[benzofuran-3,1'-cyclopropane]-7-sulfonamide N1(N=CC=C1)CC1=CC2=C(C(=NO2)NS(=O)(=O)C2=C(C=CC3=C2OCC32CC2)OC)C(=C1C)OC